N-{(3R,4S)-4-fluoro-4-methyl-1-[5-(2',3,6'-trifluoro[1,1'-biphenyl]-2-yl)-4,5-dihydro-1,2-oxazol-3-yl]pyrrolidin-3-yl}methanesulfonamide F[C@@]1([C@@H](CN(C1)C1=NOC(C1)C1=C(C=CC=C1F)C1=C(C=CC=C1F)F)NS(=O)(=O)C)C